(S)-5-(5-(5-(trichloromethyl)pyrimidin-2-yl)-4,5,6,7-tetrahydro-2H-pyrazolo[4,3-c]pyridin-2-yl)pentan-2-ylamine ClC(C=1C=NC(=NC1)N1CC=2C(CC1)=NN(C2)CCC[C@H](C)N)(Cl)Cl